2-tert-butyl-4-{[3-(4-methoxyphenoxy)propyl]amino}-5-phenylisothiazol-3(2H)-one 1,1-dioxide C(C)(C)(C)N1S(C(=C(C1=O)NCCCOC1=CC=C(C=C1)OC)C1=CC=CC=C1)(=O)=O